{2-[4-(3-{4-chloro-3-ethyl-1H-pyrrolo[2,3-b]pyridin-3-yl}phenyl)-3-oxopiperazin-1-yl]ethyl}carbamic acid tert-butyl ester C(C)(C)(C)OC(NCCN1CC(N(CC1)C1=CC(=CC=C1)C1(CNC2=NC=CC(=C21)Cl)CC)=O)=O